piperidin-2-one hydrochloride Cl.N1C(CCCC1)=O